1-(4-chloro-3-methoxyphenyl)-1H-1,2,3-triazol ClC1=C(C=C(C=C1)N1N=NC=C1)OC